N1=NC=C2C1=CC=C2 cyclopenta[1,2-c]pyrazole